2-methoxy-5-methylthiophene-3-carboxylic acid COC=1SC(=CC1C(=O)O)C